5-((2-methyl-5-nitrophenyl)ethynyl)-2-(methylsulfanyl)pyrimidine-4-carboxylic acid CC1=C(C=C(C=C1)[N+](=O)[O-])C#CC=1C(=NC(=NC1)SC)C(=O)O